P(=O)(OC)(OC[C@@H](CCCCCCCCCCCCCCCCCCC)OCC1=CC(=CC(=C1)C#N)Cl)OC1=C(C=CC=C1)Cl methyl ((R)-2-((3-chloro-5-cyanobenzyl) oxy) heneicosyl) (2-chlorophenyl) phosphate